C(CCCC)[C@@H]1CC[C@H](CC1)C1(C(C=C(C=C1F)C1=CC=C(N)C=C1)F)N 4-(trans-4'-pentylcyclohexyl)-3,5-difluoro-benzidine